N2-(2-fluoro-4-methoxy-5-(3-(pyrrolidin-1-yl)propoxy)phenyl)-N4,6-dimethylpyrimidine-2,4-diamine FC1=C(C=C(C(=C1)OC)OCCCN1CCCC1)NC1=NC(=CC(=N1)NC)C